ClC1=C(C=CC=C1)C1=C(C(=CC=C1)CC(=O)N[C@H]1C(CCC[C@@H]1N1CCN(CC1)C(C)C)(F)F)F 2-(2'-chloro-2-fluoro-[1,1'-biphenyl]-3-yl)-N-((1R,6S)-2,2-difluoro-6-(4-isopropylpiperazin-1-yl)cyclohexyl)acetamide